BrC1=CC=C(C=C1)C1=NC=NC2=CC=CC=C12 4-(4-bromophenyl)quinazoline